C(CC)P([O-])(=O)C(C)C.[Al+3].C(CC)P([O-])(=O)C(C)C.C(CC)P([O-])(=O)C(C)C aluminum n-propylisopropylphosphinate